C(C)N1C=[N+](C(=C1)CC)CC 1,3,4-triethylimidazolium